4-(aminomethyl)-7-(2-fluorophenyl)phthalazin-1(2H)-one NCC1=NNC(C2=CC(=CC=C12)C1=C(C=CC=C1)F)=O